FC1=CC(=CC=2C=NOC21)C=O 7-fluorobenzo[d]isoxazole-5-carbaldehyde